C(C)[C@H]1[C@H](NC(C1)=O)COC=1C=CC=C2C=C(C=3N(C12)C=CN3)C(=O)N 9-(((2s,3r)-3-ethyl-5-oxopyrrolidin-2-yl)methoxy)imidazo[1,2-a]quinoline-4-carboxamide